5-(4,6-Dihydroxy-3'-isopropyl-[1,1'-biphenyl]-3-yl)-N-ethyl-4-(4-(morpholinomethyl)phenyl)isoxazole-3-carboxamide OC1=C(C=C(C(=C1)O)C1=CC(=CC=C1)C(C)C)C1=C(C(=NO1)C(=O)NCC)C1=CC=C(C=C1)CN1CCOCC1